2-((1-(6-Methyl-2-(3-methyl-4-oxo-3,4-dihydroquinazolin-7-yl)-4-oxo-4H-chromen-8-yl)ethyl)amino)benzoic acid CC=1C=C2C(C=C(OC2=C(C1)C(C)NC1=C(C(=O)O)C=CC=C1)C1=CC=C2C(N(C=NC2=C1)C)=O)=O